1-(4-(1,1-dioxidothiomorpholin-2-yl)phenyl)-3-(4-methoxybenzyl)urea O=S1(C(CNCC1)C1=CC=C(C=C1)NC(=O)NCC1=CC=C(C=C1)OC)=O